N1C(=CC=C1)CN(C(ON1C=NC=C1)=O)N1C(C2=CC=CC=C2C1=O)=O 1H-imidazol-1-yl ((1H-pyrrol-2-yl)methyl)(1,3-dioxoisoindolin-2-yl)carbamate